3-[2-Chloro-4-(5-{7-[(2R)-2-methylpyrrolidin-1-yl]-6,7,8,9-tetrahydro-5H-benzo[7]annulen-2-yl}-1H-pyrazolo[3,4-b]pyridin-3-yl)phenyl]oxolan-3-ol ClC1=C(C=CC(=C1)C1=NNC2=NC=C(C=C21)C=2C=CC1=C(CCC(CC1)N1[C@@H](CCC1)C)C2)C2(COCC2)O